C(=C)[Si](OC1=CCCC1)(OC1=CCCC1)OC1=CCCC1 vinyltris[(cyclopent-1-en-1-yl)oxy]silane